BrC1=CN=C(S1)C1=C(C=C(C=C1)NC1=NN(C(=C1)C)C1OCCCC1)S(=O)(=O)C1CC1 N-(4-(5-bromothiazol-2-yl)-3-(cyclopropylsulfonyl)phenyl)-5-methyl-1-(tetrahydro-2H-pyran-2-yl)-1H-pyrazol-3-amine